B(O)(O)[C@H]1[C@H](C1)C=1C(=C(C(=O)O)C(=CC1)OC1CN(C1)C(C[C@@H]1CNCCO1)=O)O 3-[(1S,2R)-2-boronocyclopropyl]-2-hydroxy-6-[(1-{[(2R)-morpholin-2-yl]acetyl}azetidin-3-yl)oxy]benzoic acid